C[N+]1=CN(C=C1)C 1,3-dimethylimidazol-1-ium